1-methyl-N-{[(3R,5aS,6R,8aS,9R,10S,12R,12aR)-3,6,9-trimethyldecahydro-12H-3,12-epoxypyrano[4,3-j][1,2]benzodioxepin-10-yl]methyl}-1H-pyrazole-5-carboxamide CN1N=CC=C1C(=O)NC[C@@H]1[C@@H]([C@@H]2CC[C@H]([C@@H]3CC[C@]4(OO[C@]32[C@H](O1)O4)C)C)C